(Z)-2-cyano-N-(4-(N-(2-(dimethylamino)ethyl)-N-methylaminosulfonyl)phenyl)-3-hydroxy-3-(5-methylisoxazol-4-yl)acrylamide C(#N)/C(/C(=O)NC1=CC=C(C=C1)S(=O)(=O)N(C)CCN(C)C)=C(\C=1C=NOC1C)/O